potassium amino succinate C(CCC(=O)[O-])(=O)ON.[K+]